C(C)(C)(C)OC(=O)N1C[C@H](CC1)NC (S)-3-(methylamino)pyrrolidine-1-carboxylic acid tert-butyl ester